N-methyl-2-(2-(2-(3-nitrophenyl)-1,3-dithiolan-2-yl)acetyl)-hydrazine-1-carbothioamide CNC(=S)NNC(CC1(SCCS1)C1=CC(=CC=C1)[N+](=O)[O-])=O